2-((4-(7-((1-ethyl-2-oxo-2,3-dihydro-1H-benzo[d]imidazol-5-yl)methyl)-2,7-diazaspiro[4.4]nonan-2-yl)pyrimidin-5-yl)oxy)-5-fluoro-N-isopropyl-N-methylbenzamide C(C)N1C(NC2=C1C=CC(=C2)CN2CC1(CCN(C1)C1=NC=NC=C1OC1=C(C(=O)N(C)C(C)C)C=C(C=C1)F)CC2)=O